2-(2-Chloro-4-iodoanilino)-N-cyclopropyl-5-[[2-(cyclopropylsulfamoylamino)-3-fluoropyridin-4-yl]methyl]-3,4-difluorobenzamide ClC1=C(NC2=C(C(=O)NC3CC3)C=C(C(=C2F)F)CC2=C(C(=NC=C2)NS(NC2CC2)(=O)=O)F)C=CC(=C1)I